{4-[2-(3,3-Dimethylmorpholin-4-yl)ethoxy]phenyl}acetic acid CC1(N(CCOC1)CCOC1=CC=C(C=C1)CC(=O)O)C